(E)-Methyl 3-(3-(chlorosulfonyl)phenyl)acrylate ClS(=O)(=O)C=1C=C(C=CC1)/C=C/C(=O)OC